FC=1C=CC=2C(N(C3=CC=CC1C23)C2C(NC(CC2)=O)=O)=O 3-(5-fluoro-2-oxo-benzo[cd]indol-1-yl)piperidine-2,6-dione